2,2,2-trifluoro-N-[4-[4-(3-methoxy-4-nitro-pyrazol-1-yl)butylsulfamoyl]phenyl]acetamide FC(C(=O)NC1=CC=C(C=C1)S(NCCCCN1N=C(C(=C1)[N+](=O)[O-])OC)(=O)=O)(F)F